FC1(CC12C[C@@]1(CCC(N1C2)=O)C(=O)OCC)F Ethyl (7a'S)-2,2-difluoro-5'-oxodihydro-1'H,3'H-spiro[cyclopropane-1,2'-pyrrolizine]-7a'(5'H)-carboxylate